C(#N)/C(/C(=O)O)=C\C1=CN(C2=NC=CC=C21)C2=CC=C(C=C2)C(F)(F)F (E)-2-cyano-3-(1-(4-(trifluoromethyl)phenyl)-1H-pyrrolo[2,3-b]pyridin-3-yl)acrylic acid